ClC1=NC(=C2N=CN(C2=N1)CCC1=NC=CC=C1)N/N=C/C1=CC(=CC=C1)C (E)-2-Chloro-6-(2-(3-methylbenzylidene)hydrazinyl)-9-(2-(pyridin-2-yl)ethyl)-9H-purine